O1C2=C(OCC1)C=C(C=C2)C2N(CCC2)CC2=CN=C(O2)C2=CC=C(C=C2)C 5-((2-(2,3-dihydrobenzo[b][1,4]dioxin-6-yl)pyrrolidin-1-yl)methyl)-2-(p-tolyl)oxazole